C(CC)OC(C(C(=O)OCCC)(CCCC)CC1=CC=CC=C1)=O benzyl-n-butyl-malonic acid dipropyl ester